4-(((R)-1-(3-Amino-5-(trifluoromethyl)phenyl)ethyl)amino)-6-(((S)-tetrahydrofuran-3-yl)oxy)pyridine NC=1C=C(C=C(C1)C(F)(F)F)[C@@H](C)NC1=CC=NC(=C1)O[C@@H]1COCC1